ClC=1C(=NC=NC1)C=1C=NN(C1)C1=CC=CC=C1 5-chloro-4-(1-phenyl-1H-pyrazol-4-yl)pyrimidine